O[C@H]1C[C@H](N(C1)C(=O)OC(C)(C)C)C(NCC1=CC=C(C=C1)C1=C(N=CS1)C)=O tert-butyl (2S,4S)-4-hydroxy-2-[[4-(4-methylthiazol-5-yl)phenyl] methylcarbamoyl]pyrrolidine-1-carboxylate